C(CCC#CC#CC(CCCCCCCCC)O)O 4,6-Heptadecadiyne-1,8-diol